4-(7-(2-(trifluoromethyl)phenyl)imidazo[5,1-b]oxazol-5-yl)benzonitrile FC(C1=C(C=CC=C1)C=1N=C(N2C1OC=C2)C2=CC=C(C#N)C=C2)(F)F